FC(C1=CC=C2CCCNC2=C1)F 7-difluoromethyl-1,2,3,4-tetrahydroquinoline